[Si](C)(C)(C(C)(C)C)OCC1=NN(C=2N(C([C@H]([C@@H](C21)C2=CC=C(C=C2)F)NC(C2=CC(=CC=C2)C(F)(F)F)=O)=O)CC)C2COC2 |r| rac-N-((4R,5S)-3-(((tert-butyldimethylsilyl)oxy)methyl)-7-ethyl-4-(4-fluorophenyl)-1-(oxetan-3-yl)-6-oxo-4,5,6,7-tetrahydro-1H-pyrazolo[3,4-b]pyridin-5-yl)-3-(trifluoromethyl)benzamide